C(C)SC1=C(C=CC=C1)NC(CC=C)=O N-(2-(ethylsulfanyl)phenyl)but-3-enamide